C(C=C(C)C)S(=O)(=O)OCl chloro prenyl-sulphonate